((((4-(4-((3-(3,6-difluoropyridin-2-yl)-1-((1r,4r)-4-ethoxycyclohexyl)-1H-pyrazol-4-yl)carbamoyl)thiazol-2-yl)-1H-pyrazol-1-yl)methoxy)(hydroxy)phosphoryl)oxy)methyl isopropyl carbonate C(OCOP(=O)(O)OCN1N=CC(=C1)C=1SC=C(N1)C(NC=1C(=NN(C1)C1CCC(CC1)OCC)C1=NC(=CC=C1F)F)=O)(OC(C)C)=O